6-methylenetetrahydropyran C=C1CCCCO1